C(C)(C)(C)OC(=O)N1C[C@H](CC1)NC1=C2C=CC=NC2=CC(=C1)OC (S)-3-((7-Methoxyquinolin-5-yl)amino)pyrrolidine-1-carboxylic acid tert-butyl ester